3-methyl-2-[(6S)-6-methyl-4,5,6,7-tetrahydropyrazolo[1,5-a]pyrazin-3-yl]-1,2-thiazolidin 1,1-dioxide CC1N(S(CC1)(=O)=O)C=1C=NN2C1CN[C@H](C2)C